BrC1=NN=C(S1)CNC 1-(5-bromo-1,3,4-thiadiazol-2-yl)-N-methylmethanamine